FC1=C(OC=2N=CC(=NC2)NC(C(=C)N2CC(N(CC2)C(=O)C2CC(C=3N(C2)C=NN3)O)(C)C)=O)C=CC(=C1)F (2S)-N-(5-(2,4-difluorophenoxy)pyrazin-2-yl)-2-(4-(8-hydroxy-5,6,7,8-tetrahydro-[1,2,4]triazolo[4,3-a]pyridine-6-carbonyl)-3,3-dimethylpiperazin-1-yl)propenamide